ethyl 3-bromo-6-chloro-imidazo[1,2-a]pyridine-2-carboxylate BrC1=C(N=C2N1C=C(C=C2)Cl)C(=O)OCC